3-(2-(4-((R)-4-((1r,4s)-4-(3-bromo-2-methylphenoxy)cyclohexyl)-2-methylbutyl)piperazin-1-yl)benzo[d]oxazol-6-yl)piperidine-2,6-dione BrC=1C(=C(OC2CCC(CC2)CC[C@H](CN2CCN(CC2)C=2OC3=C(N2)C=CC(=C3)C3C(NC(CC3)=O)=O)C)C=CC1)C